N-(5-(6-methyl-7-oxo-6,7-dihydro-1H-pyrrolo[2,3-c]pyridin-4-yl)-3-(2-(trifluoromethyl)benzyl)-3H-imidazo[4,5-b]pyridin-7-yl)ethanesulfonamide CN1C(C2=C(C(=C1)C1=CC(=C3C(=N1)N(C=N3)CC3=C(C=CC=C3)C(F)(F)F)NS(=O)(=O)CC)C=CN2)=O